mellitic iodide C(C1=C(C(=O)I)C(C(=O)I)=C(C(=O)I)C(C(=O)I)=C1C(=O)I)(=O)I